4-[4-(4-methylpiperazin-1-yl)piperidin-1-yl]-2H-benzopyran-2-one CN1CCN(CC1)C1CCN(CC1)C1=CC(OC2=C1C=CC=C2)=O